C(CCCCCCC)(=O)OCCCCC(=O)O 5-(Octanoyloxy)pentanoic acid